FC1=C(C=CC(=C1)O[C@@H]1CN(CC1)CCF)CC(=O)O (2-fluoro-4-{[(3S)-1-(2-fluoroethyl)pyrrolidin-3-yl]oxy}phenyl)acetic acid